ClC=1C(=C(C=CC1Cl)NC=1C2=C(N=CN1)NC(=C2)C(C2CCN(CC2)C(CCOC)=O)O)F 1-(4-((4-((3,4-dichloro-2-fluorophenyl)amino)-7H-pyrrolo[2,3-d]pyrimidin-6-yl)(hydroxy)methyl)piperidin-1-yl)-3-methoxypropan-1-one